4-amino-7-fluoro-N,1-dimethyl-N-(7-((1-methyl-1H-pyrazol-4-yl)ethynyl)isochroman-4-yl)-1H-pyrazolo[4,3-c]quinoline-8-carboxamide NC1=NC=2C=C(C(=CC2C2=C1C=NN2C)C(=O)N(C2COCC1=CC(=CC=C21)C#CC=2C=NN(C2)C)C)F